n-tetracosyl tetradecanoate C(CCCCCCCCCCCCC)(=O)OCCCCCCCCCCCCCCCCCCCCCCCC